3-(4-((2S)-3-(2-chlorophenyl)-2-(1,2,3,4-tetrahydropyrrolo[1,2-a]pyrazine-6-carboxamido)butanamido)phenyl)-2,4-dimethylpyridine 1-oxide ClC1=C(C=CC=C1)C([C@@H](C(=O)NC1=CC=C(C=C1)C=1C(=[N+](C=CC1C)[O-])C)NC(=O)C1=CC=C2N1CCNC2)C